COC1=CC2=C(NC(=N2)S(=O)(=O)CC2=NC=C(C(=C2C)OC)C)C=C1 5-methoxy-2-{[(4-methoxy-3,5-dimethyl-2-pyridyl)methyl]sulfonyl}-1H-benzimidazole